C1(CC1)COC=1C(=NC(=NC1)NS(=O)(=O)CC)C1=CN(C(C2=CC=C(C=C12)F)=O)C N-[5-(cyclopropylmethoxy)-4-(6-fluoro-2-methyl-1-oxoisoquinolin-4-yl)pyrimidin-2-yl]ethanesulfonamide